C1(=CC=CC=C1)C1=CSC=2N=C(N=CC21)C2=NC=CC=C2 5-Phenyl-2-(2-pyridyl)thieno[2,3-d]pyrimidin